S1SC(CC1)CCCCC(=O)N(C(CCCC)=O)O pentanoic acid (5-[1,2]dithiolan-3-yl-pentanoyl-hydroxy-amide)